4-bromo-7-fluoro-3-methylbenzo[b]thiophene-2-carboxylic acid ethyl ester C(C)OC(=O)C1=C(C2=C(S1)C(=CC=C2Br)F)C